(3R-3aS,6S,6aR)-3-(2-(3-fluoro-6-methoxy-1,5-naphthyridin-4-yl)ethyl)-6-((4-methylbenzyl)amino)hexahydrofuro[3,2-b]furan-3-ol FC=1C=NC2=CC=C(N=C2C1CC[C@@]1([C@@H]2[C@H](OC1)[C@H](CO2)NCC2=CC=C(C=C2)C)O)OC